p-bromobenzenesulfonate BrC1=CC=C(C=C1)S(=O)(=O)[O-]